C(C1=CC=CC=C1)N1CC2=C(N=NC(=C2CC1)Cl)N[C@H]1[C@@H](CCCC1)O (1R,2R)-2-[(6-Benzyl-1-chloro-5,6,7,8-tetrahydropyrido[3,4-d]pyridazin-4-yl)amino]cyclohexane-1-ol